2,8-dimethyl-5-(2-phenylethyl)-2,3,4,5-tetrahydro-1H-pyrido[4,3-b]indole CN1CC2=C(N(C=3C=CC(=CC23)C)CCC2=CC=CC=C2)CC1